isophthalonic acid C(C(=O)C1=CC(C(=O)O)=CC=C1)(=O)O